N=1NCN2C1CCCC2C(=O)[O-] 2,3,5,6,7,8-hexahydro[1,2,4]triazolo[4,3-a]pyridin-5-carboxylat